C(C)C1=C(C(=C(C(=C1)CC)CC)C)O 2,4,5-triethyl-6-methylphenol